COS(=O)(=O)C1=CC=CC2=CC=CC=C12.[Ca] calcium methylnaphthalenesulfonate